C1(CC1)C1=C(C=NC(=C1)C(NC=1C(=C(C=CC1)C1=C(C(=CC=C1)NC(C1=NC=C(C(=C1)C1CC1)CN[C@H]1[C@@H](CCC1)O)=O)C)C)=O)CN[C@H](CO)C(=O)O ((4-cyclopropyl-6-((3'-(4-cyclopropyl-5-((((1R,2R)-2-hydroxycyclopentyl)amino)methyl)picolinamido)-2,2'-dimethyl-[1,1'-biphenyl]-3-yl)carbamoyl)pyridin-3-yl)methyl)-D-serine